N1(N=CN=C1)CCN1CCC=2C1=CC=1NC3=CC=C(C=C3C1C2)F 1-(2-(1H-1,2,4-triazol-1-yl)ethyl)-6-fluoro-1,2,3,9-tetrahydropyrrolo[2,3-b]carbazole